(rac)-4-[4-(propan-2-yl)phenyl]azepane CC(C)C1=CC=C(C=C1)[C@H]1CCNCCC1 |r|